1-Methyl-2-(pyridin-2-yl)-1H-benzimidazole CN1C(=NC2=C1C=CC=C2)C2=NC=CC=C2